C1(CCCCC1)CC(=O)OC=1C=C(C(=O)OC=2C=C(C(=O)O)C=C(C2O)O)C=C(C1O)O 3-((3-(2-Cyclohexylacetoxy)-4,5-dihydroxybenzoyl)oxy)-4,5-dihydroxybenzoic acid